NC1=NC=CC=C1[C@@H](C)NCCOC1=C2C(NC=NC2=C(C(=C1Cl)C1=NC(=CC(=C1C(F)(F)F)C)N(CC1=CC=C(C=C1)OC)CC1=CC=C(C=C1)OC)F)=O 5-(2-(((R)-1-(2-aminopyridin-3-yl)ethyl)amino)ethoxy)-7-(6-(bis(4-methoxybenzyl)amino)-4-methyl-3-(trifluoromethyl)pyridin-2-yl)-6-chloro-8-fluoroquinazolin-4(3H)-one